Para-aminophenylacetylene NC1=CC=C(C=C1)C#C